Ethyl 3,3-dibutoxypropanoate C(CCC)OC(CC(=O)OCC)OCCCC